BrC1=CC=C(C=C1)CS(=O)C 1-bromo-4-((methylsulfinyl)methyl)benzene